C1(CC1)C=1C=C2CN(C(C2=CC1C(F)(F)F)=O)C1C(NC(CC1)=O)=O 3-(5-cyclopropyl-1-oxo-6-(trifluoromethyl)isoindolin-2-yl)piperidine-2,6-dione